CS(=O)(=O)Cl methylsulfonic acid, chloride